(R)-4-((tert-butoxycarbonyl)amino)cyclopent-1-en-1-yl trifluoromethanesulfonate FC(S(=O)(=O)OC1=CC[C@H](C1)NC(=O)OC(C)(C)C)(F)F